6-(3,5-difluoroanilino)-3-methoxy-pyridine-2-carboxylic acid FC=1C=C(NC2=CC=C(C(=N2)C(=O)O)OC)C=C(C1)F